FC=1C=C(C=CC1)CCCC(=O)O 4-(3-fluorophenyl)butanoic acid